1-(4-(2-([1,2,3]triazolo[1,5-a]pyridin-6-yl)-3-isopropyl-1H-indol-5-yl)piperidin-1-yl)-2-(dimethylamino)ethan-1-one N1=NC=C2N1C=C(C=C2)C=2NC1=CC=C(C=C1C2C(C)C)C2CCN(CC2)C(CN(C)C)=O